3,4-diamino-N,N-diethyl-benzamide NC=1C=C(C(=O)N(CC)CC)C=CC1N